4-methyl-octadien-5-one CC(=CC=C)C(CCC)=O